BrC1=C(C=C(C=C1)C)[C@H](C(C)(C)C)OC (S)-1-bromo-2-(1-methoxy-2,2-dimethylpropyl)-4-methylbenzene